NC1=C(C(=NN1C)C1=CC(CC1)C1=CN=C(S1)C(F)(F)F)C(=O)NC1=CC(=C(C=C1)F)Cl 5-Amino-N-(3-chloro-4-fluorophenyl)-1-methyl-3-(3-(2-(trifluoromethyl)thiazol-5-yl)cyclopent-1-enyl)-1H-pyrazole-4-carboxamide